CC1OC(CN(C1)C=1N=C(C2=C(C=NNC2=O)N1)NC1=CC=C(C=C1)CN1CCNCC1)C 2-(2,6-dimethylmorpholino)-4-((4-(piperazin-1-ylmethyl)phenyl)amino)pyrimido[4,5-d]pyridazin-5(6H)-one